FC1=CC=CC=2C(=N[C@@H](C(NC21)=O)NC(=O)C=2C(=NN1C2OC(CC1)CO)C1=C(C=CC=C1)F)C1=CC=CC=C1 N-[(3S)-9-Fluoro-2-oxo-5-phenyl-1,3-dihydro-1,4-benzodiazepin-3-yl]-2-(2-fluorophenyl)-5-(hydroxymethyl)-6,7-dihydro-5H-pyrazolo[5,1-b][1,3]oxazine-3-carboxamide